C(CCCCCCCCC)OC(C=C)=O.C(C=C)(=O)OC(C)CCCCCC 2-octyl acrylate decyl-acrylate